F[B-](F)(F)F.CN(C)C(=[N+]1N=[N+](C2=C1C=CC=C2)[O-])N(C)C 1-[bis(dimethylamino)methylene]-1H-1,2,3-benzotriazolium 3-oxide tetrafluoroborate